BrC1=CC2=C(N(N=N2)C)C(=C1F)F 5-bromo-6,7-difluoro-1-methyl-1H-benzo[d][1,2,3]triazole